C(C)(C)(C)C=1C=C(C=C(C1O)C(C)(C)C)C(C(=O)N)(C)CCCCCCC(C(=O)N)(C)C1=CC(=C(C(=C1)C(C)(C)C)O)C(C)(C)C hexamethylenebis(3,5-di-t-butyl-4-hydroxy-phenylpropionamide)